CN(C(=O)C1=CC2=C(N=C(N=C2)C)N=C1N1CCN(CC1)C)C N,N,2-trimethyl-7-(4-methylpiperazin-1-yl)pyrido[2,3-d]pyrimidine-6-carboxamide